2-amino-5-chloro-3,9-dihydropyrimido[4,5-b]indol-4-one NC=1NC(C2=C(NC3=CC=CC(=C23)Cl)N1)=O